ClC=1C(=C(C=CC1Cl)O)C(C1=NC=CN=C1)O 3,4-dichloro-2-[hydroxy(pyrazin-2-yl)methyl]phenol